N-(3-{4-[6-(3-ethoxypropoxy)pyridin-3-yl]-6-oxo-1,6-dihydropyrimidin-2-yl}-4-(trifluoromethyl)benzyl)isobutyramide tert-butyl-2,6-diazaspiro[3.3]heptane-2-carboxylate hemioxalate C(C(=O)O)(=O)O.C(C)(C)(C)OC(=O)N1CC2(C1)CNC2.C(C)OCCCOC2=CC=C(C=N2)C=2N=C(NC(C2)=O)C=2C=C(CNC(C(C)C)=O)C=CC2C(F)(F)F.C(C)OCCCOC2=CC=C(C=N2)C=2N=C(NC(C2)=O)C=2C=C(CNC(C(C)C)=O)C=CC2C(F)(F)F.C(C)(C)(C)OC(=O)N2CC1(C2)CNC1